ClC=1C(=C(C(=O)Cl)C=CC1)[N+](=O)[O-] 3-chloro-2-nitrobenzoyl Chloride